dibenzyl-dopamine C(C1=CC=CC=C1)N(CCC1=CC(O)=C(O)C=C1)CC1=CC=CC=C1